NCCNCCC[Si](OC)(OC)OC γ-(2-aminoethyl)aminopropyl-trimethoxysilane